3-((3-(ethoxymethyl)-3-(2-(2-methylthiophen-yl)ethyl)pyrrolidin-1-yl)methyl)pyridine C(C)OCC1(CN(CC1)CC=1C=NC=CC1)CCC1=C(SC=C1)C